(6aR,10aR)-6,6,9-trimethyl-3-pentyl-6a,7,10,10a-tetrahydro-6H-benzo[c]chromen-1-yl 4-(phosphonooxy)bicyclo[2.2.2]octane-1-carboxylate di-ammonium salt [NH4+].[NH4+].P(=O)(O)(O)OC12CCC(CC1)(CC2)C(=O)OC2=C1[C@H]3[C@H](C(OC1=CC(=C2)CCCCC)(C)C)CC=C(C3)C